C(C1=CC=CC=C1)OC=1C=C2C(=CNC2=CC1)CC1=CNC2=CC=C(C=C12)OCC1=CC=CC=C1 bis(5-(benzyloxy)-1H-indol-3-yl)methane